L-threonine-tert-butyl ester C(C)(C)(C)OC([C@@H](N)[C@H](O)C)=O